4,5-dimethylol-2-phenylimidazole C(O)C=1N=C(NC1CO)C1=CC=CC=C1